(2S)-2-({2-[3-(trifluoromethoxy)phenyl][1,2,4]triazolo[1,5-c]quinazolin-5-yl}amino)butanamide FC(OC=1C=C(C=CC1)C1=NN2C(=NC=3C=CC=CC3C2=N1)N[C@H](C(=O)N)CC)(F)F